CC1=NN(CC1)C1=CC=CC=C1 Methyl-1-phenyl-2-pyrazoline